N[C@@H]1CN(CC[C@H]1F)C1=NC2=C(N1CC(=O)N1CCC1)C=CC(=C2)Br 2-(2-((3R,4R)-3-Amino-4-fluoropiperidin-1-yl)-5-bromo-1H-benzo[d]imidazol-1-yl)-1-(azetidin-1-yl)ethan-1-on